CN(CCCOC1=CC=C(C=C1)C=1C=CC=2N(N1)C(=CN2)C2=CC=CC=C2)C N,N-dimethyl-3-(4-(3-phenylimidazo[1,2-b]pyridazin-6-yl)phenoxy)propan-1-amine